O(C1=CC=CC=C1)C1=CC=C(C=C1)C=1NC=2N(N=CC2C2CCNCC2)C1 2-(4-phenoxyphenyl)-7-(piperidin-4-yl)-1H-imidazo[1,2-b]Pyrazole